(S)-1-(4-chlorophenyl)ethanamine ClC1=CC=C(C=C1)[C@H](C)N